(1,2,3,4-tetrahydroisoquinolin-8-yl)methanone C1NCCC2=CC=CC(=C12)C=O